5-(2-Methylpyridin-3-yl)-7-(trifluoromethyl)oxazolo[4,5-c][1,8]naphthyridin-4(5H)-one CC1=NC=CC=C1N1C(C2=C(C=3C=CC(=NC13)C(F)(F)F)OC=N2)=O